NCCCCC1CN(CCC1)C(=O)OC(C)(C)C tert-butyl 3-(4-aminobutyl)piperidine-1-carboxylate